C(C)\C(=C(/C(=O)N)\CC)\C diethylcrotonamid